C(CC)C1SCC1 2-propylthietane